((2r,4s)-2-(2,5-difluorophenyl)-4-fluoropyrrolidin-1-yl)-1-((2-(trimethylsilyl)ethoxy)methyl)-1H-pyrazolo[3,4-b]pyridine-5-carboxylic acid FC1=C(C=C(C=C1)F)[C@@H]1N(C[C@H](C1)F)C1=NN(C2=NC=C(C=C21)C(=O)O)COCC[Si](C)(C)C